8-(6-amino-2-ethylpyridin-3-yl)-N,N-dimethylquinoline-2-carboxamide NC1=CC=C(C(=N1)CC)C=1C=CC=C2C=CC(=NC12)C(=O)N(C)C